C(C)(C)(C)OC(N(C12CC3(CC(CC(C1)C3)C2)S)CC(=O)N2[C@@H](CCC2)C#N)=O (2-((S)-2-cyanopyrrolidin-1-yl)-2-oxoethyl)(3-mercaptoadamantan-1-yl)carbamic acid tert-butyl ester